tert-butyl 4-[2-fluoro-6-(methylcarbamoyl)-3-pyridyl]piperazine-1-carboxylate FC1=NC(=CC=C1N1CCN(CC1)C(=O)OC(C)(C)C)C(NC)=O